thiol-malimide C1([C@@H](O)CC(N1)=O)=S